C(C)(C)C1OCOCC1(C)C 4-isopropyl-5,5-dimethyl-1,3-dioxane